(2,3-dimercaptopropyl) dithiodipropionate C(CCSSCCC(=O)[O-])(=O)OCC(CS)S